N-Cyclopentylsulfonyl-6-(3-fluoro-5-isobutoxyphenyl)-2-[(4S)-2,2,4-trimethylpyrrolidin-1-yl]pyridin-3-carboxamid C1(CCCC1)S(=O)(=O)NC(=O)C=1C(=NC(=CC1)C1=CC(=CC(=C1)OCC(C)C)F)N1C(C[C@@H](C1)C)(C)C